4-(8-fluoro-imidazo[1,2-a]pyridin-3-yl)-7-[[5-[(2R)-2-(1-hydroxy-1-methyl-ethyl)morpholin-4-yl]-2-pyridyl]amino]-2,3-dihydro-pyrrolo[3,4-c]pyridin-1-one FC=1C=2N(C=CC1)C(=CN2)C2=NC=C(C1=C2CNC1=O)NC1=NC=C(C=C1)N1C[C@@H](OCC1)C(C)(C)O